C(#C)C=1C=C(OC2=CC(=C(C=C2)NC(OC(C)(C)C)=O)F)C=CC1 tert-Butyl [4-(3-ethynylphenoxy)-2-fluorophenyl]carbamate